tert-butyl (R)-7-(1-(5-cyano-6-((1-methyl-1H-pyrazol-4-yl)amino)pyrazin-2-yl)piperidin-3-yl)-6-oxo-5-oxa-2,7-diazaspiro[3.4]octane-2-carboxylate C(#N)C=1N=CC(=NC1NC=1C=NN(C1)C)N1C[C@@H](CCC1)N1C(OC2(CN(C2)C(=O)OC(C)(C)C)C1)=O